γ-methacryloyloxypropylethoxydiethylsilane C(C(=C)C)(=O)OCCC[Si](CC)(CC)OCC